N-(1-amino-3-((tert-butyldimethylsilyl)oxy)-2-methyl-1-oxopropan-2-yl)-5-((2,2-dimethylcyclopropyl)methoxy)-2-methylbenzofuran-3-carboxamide NC(C(CO[Si](C)(C)C(C)(C)C)(C)NC(=O)C1=C(OC2=C1C=C(C=C2)OCC2C(C2)(C)C)C)=O